NC1COC2=C(O1)C=C(C=C2N2CCNCC2)N 2,7-Diamino-5-(piperazin-1-yl)-2,3-dihydro-1,4-benzodioxine